C1=CC(=C2C(=CC=C3C2=C1C4=C5C3=CC=C(C5=C(C=C4)C(=O)O)C(=O)O)C(=O)O)C(=O)O perylenetetracarboxylic acid